O-(4,5-dimethoxy-2-nitrobenzyl)-L-serine COC1=CC(=C(COC[C@H](N)C(=O)O)C=C1OC)[N+](=O)[O-]